4-[2-(cyclopropoxy)ethyl-[4-(5,6,7,8-tetrahydro-1,8-naphthyridin-2-yl)butyl]amino]-2-(3-methylbutanoylamino)butanoic acid C1(CC1)OCCN(CCC(C(=O)O)NC(CC(C)C)=O)CCCCC1=NC=2NCCCC2C=C1